5-chloro-2-[4-(trimethyl-silyl)-1H-1,2,3-triazol-1-yl]benzene ClC=1C=CC(=CC1)N1N=NC(=C1)[Si](C)(C)C